phenyl (3-morpholinobicyclo[1.1.1]pentan-1-yl)carbamate O1CCN(CC1)C12CC(C1)(C2)NC(OC2=CC=CC=C2)=O